2,6-difluorophenyltributyltin FC1=C(C(=CC=C1)F)[Sn](CCCC)(CCCC)CCCC